(2S,3aS,7aS)-1-[(2S)-2-[[(2S)-1-ethoxy-1-oxopentan-2-yl]amino]propanoyl]-2,3,3a,4,5,6,7,7a-octahydroindole-2-carboxylic acid C(C)OC([C@H](CCC)N[C@H](C(=O)N1[C@@H](C[C@@H]2CCCC[C@H]12)C(=O)O)C)=O